diphenylsilylbis(2-propylindenyl)zirconium C1(=CC=CC=C1)[SiH](C1=CC=CC=C1)[Zr](C1C(=CC2=CC=CC=C12)CCC)C1C(=CC2=CC=CC=C12)CCC